ClC1=CC=C(S1)COC1=C(C(=NN1)C1CN(CCN1)C(C(C)(C)C)=O)OC 1-(3-{5-[(5-Chlorothiophen-2-yl)methoxy]-4-methoxy-1H-pyrazol-3-yl}piperazin-1-yl)-2,2-dimethylpropan-1-on